ClC=1C(=CC2=C(N=C(S2)NNC=O)C1)N(C(=O)NC1=CC=C(C=C1)Cl)CCN1CCSCC1 (5-chloro-6-{3-(4-chlorophenyl)-1-[2-(4-thiomorpholinyl)ethyl]ureido}benzo[d]thiazol-2-yl)aminoformamide